3-glycidyloxy-propyl-trimethoxysilan C(C1CO1)OCCC[Si](OC)(OC)OC